[Si](C1=CC=CC=C1)(C1=CC=CC=C1)(C(C)(C)C)OCC1(CC1)N1CC(CC1)N(C)C 1-(1-(((tert-butyldiphenylsilyl)oxy)methyl)cyclopropyl)-N,N-dimethylpyrrolidin-3-amine